4-Chloro-3-fluoro-6-methoxy-2-methylaniline ClC1=C(C(=C(N)C(=C1)OC)C)F